C(C(C(O)([2H])[2H])(C([2H])([2H])[2H])[2H])([2H])([2H])[2H] 2-([2H3]methyl)[1,1,2,3,3,3-2H6]propan-1-ol